C[C@H]1CC2(CN1)OCC1=NC=CC=C12 (5'S)-5'-Methyl-7H-spiro[furo[3,4-b]pyridine-5,3'-pyrrolidine]